N-[4-[2-ethyl-4-(3-methylphenyl)-1,3-thiazol-5-yl]-2-pyridinyl]phenylacetamide C(C)C=1SC(=C(N1)C1=CC(=CC=C1)C)C1=CC(=NC=C1)NC(CC1=CC=CC=C1)=O